CC(C)(C)[S@@](=O)N (R)-2-methyl-2-propanesulfinamide